C(C=C)(=O)N1CC(CC1)C=1SC(=C(N1)C(=O)N)C1=CC=C(C=C1)OC1=CC=CC=C1 2-(1-acryloylpyrrolidine-3-yl)-5-(4-phenoxyphenyl)thiazole-4-carboxamide